C(C)OC(=O)C1=C(N=C(N1)CCC)C(C)(C)O 4-(2-hydroxypropan-2-yl)-2-propyl-1H-imidazole-5-carboxylic acid ethyl ester